BrC1=C(C(=C(C=C1)Br)F)F 1,4-dibromo-2,3-difluoro-benzene